3-Cyclopropyl-N-(4-(pyridin-2-yl)benzyl)-5-(4,7-diazaspiro[2.5]oct-7-yl)pyrazolo[1,5-a]pyrimidin-7-amine C1(CC1)C=1C=NN2C1N=C(C=C2NCC2=CC=C(C=C2)C2=NC=CC=C2)N2CCNC1(CC1)C2